C(C1=CC=CC=C1)OC1=C(C=CC(=C1)C(F)(F)F)C1=NN=C(C=2N1C=CN2)N([C@H]2CN(CCC2)C(=O)OC(C)(C)C)C tert-butyl (R)-3-((5-(2-(benzyloxy)-4-(trifluoromethyl)phenyl)imidazo[1,2-d][1,2,4]triazin-8-yl)(methyl)amino)piperidine-1-carboxylate